4-(2-(Trifluoromethyl)pyridin-4-yl)-1H-pyrazol-5-amine FC(C1=NC=CC(=C1)C=1C=NNC1N)(F)F